6-{[5-(4-chlorobenzoylamino)-2-[(4-chlorophenyl)methyl]-3-oxo-1,2,4-thiadiazolidin-4-yl]methoxy}-6-oxohexane ClC1=CC=C(C(=O)NC2N(C(N(S2)CC2=CC=C(C=C2)Cl)=O)COC(CCCCC)=O)C=C1